O[C@H]1[C@@]2([C@H](CC[C@@]2([C@@H]2CC[C@@H]3C[C@H](CC[C@@]3([C@H]2C1)C)NC(=O)NCCN1C(CNCC1)=O)O)C=1COC(C1)=O)C 1-((3S,5R,8R,9S,10S,12R,13S,14S,17R)-12,14-dihydroxy-10,13-dimethyl-17-(5-oxo-2,5-dihydrofuran-3-yl)hexadecahydro-1H-cyclopenta[a]phenanthren-3-yl)-3-(2-(2-oxopiperazin-1-yl)ethyl)urea